2-(3-(3-(fluoro(4-phenyl-4H-1,2,4-triazol-3-yl)methyl)oxetan-3-yl)phenyl)-6-(((S)-2-isopropyl-4-methylpiperazin-1-yl)methyl)-4-(trifluoromethyl)isoindolin-1-one FC(C1(COC1)C=1C=C(C=CC1)N1C(C2=CC(=CC(=C2C1)C(F)(F)F)CN1[C@H](CN(CC1)C)C(C)C)=O)C1=NN=CN1C1=CC=CC=C1